C1CCC=2NC=3C=CC(=CC3C21)S(=O)(=O)NC2=CC=C(C(=O)OCC)C=C2 ethyl 4-(1,2,3,4-tetrahydrocyclopenta[b]indole-7-sulfonamido)benzoate